2-((2R)-2-(1-cyclopropyl-1H-pyrazol-4-yl)tetrahydro-2H-pyran-4-yl)-6-(2,4-difluorophenyl)-5-((E)-hydrazineylidenemethyl)pyrimidine-4-carboxylic acid C1(CC1)N1N=CC(=C1)[C@@H]1OCCC(C1)C1=NC(=C(C(=N1)C(=O)O)/C=N/N)C1=C(C=C(C=C1)F)F